COC(CC1CCN(CC1)C1=CC=C2C(=NN(C2=C1)C)N1C(N(C(CC1)=O)CC1=CC=C(C=C1)OC)=O)OC 1-[6-[4-(2,2-dimethoxyethyl)-1-piperidinyl]-1-methyl-indazol-3-yl]-3-[(4-methoxyphenyl)methyl]hexahydropyrimidine-2,4-dione